tert-butyl (1S,2S)-2-((S)-6-bromo-4-((3-(trifluoromethyl)phenyl)sulfonyl)-3,4-dihydro-2H-benzo[b][1,4]oxazin-2-yl)cyclopropane-1-carboxylate BrC1=CC2=C(O[C@H](CN2S(=O)(=O)C2=CC(=CC=C2)C(F)(F)F)[C@@H]2[C@H](C2)C(=O)OC(C)(C)C)C=C1